4-heptene dibenzoate C(C1=CC=CC=C1)(=O)O.C(C1=CC=CC=C1)(=O)O.CCCC=CCC